ClC=1C=C2C(=NC1OC)C(=C(N2C)C2=NN=C(N2)[C@@H](C(F)F)OC)N2C=NC=C2 (S)-6-chloro-2-(5-(2,2-difluoro-1-methoxyethyl)-4H-1,2,4-triazol-3-yl)-3-(1H-imidazol-1-yl)-5-methoxy-1-methyl-1H-pyrrolo[3,2-b]pyridine